methyl 2-((4-(2-((4-chloro-2-fluorobenzofuran-7-yl)methoxy)thiazol-4-yl)cyclohex-3-en-1-yl)methyl)-3-(((S)-oxetan-2-yl)methyl)-3H-imidazo[4,5-b]pyridine-5-carboxylate ClC1=CC=C(C2=C1C=C(O2)F)COC=2SC=C(N2)C2=CCC(CC2)CC2=NC=1C(=NC(=CC1)C(=O)OC)N2C[C@H]2OCC2